CC1=CC=C(C=C1)CS(=O)(=O)NC=1C=C2CCC(N(C2=CC1)CCC)=O 1-(4-Methylphenyl)-N-(2-oxo-1-propyl-1,2,3,4-tetrahydrochinolin-6-yl)methansulfonamid